C(#N)CC(=O)NC12CC(C1)(C2)N2C=NC=1C2=C2C(=NC1)NC=C2 2-cyano-N-(3-(imidazo[4,5-d]pyrrolo[2,3-b]pyridin-1(6H)-yl)bicyclo[1.1.1]pentan-1-yl)acetamide